N-({(1r,4r)-4-[6-(difluoromethyl)-2H-indazol-2-yl]cyclohexyl}methyl)-2,3,5-trifluoro-4-hydroxybenzamide, trifluoroacetate salt FC(C(=O)O)(F)F.FC(C=1C=CC2=CN(N=C2C1)C1CCC(CC1)CNC(C1=C(C(=C(C(=C1)F)O)F)F)=O)F